[Cl-].[Nd+3].[Cl-].[Cl-] neodymium chloride